dichloro[1,3-bis(2,6-Di-3-pentylphenyl)imidazol-2-ylidene](3-chloropyridyl)palladium(II) CCC(CC)C1=C(C(=CC=C1)C(CC)CC)N2CN(C=C2)C3=C(C=CC=C3C(CC)CC)C(CC)CC.C1=CC(=CN=C1)Cl.Cl[Pd]Cl